(1R,9S)-4-chloro-9-ethyl-5-fluoro-9-hydroxy-10,13-dioxo-1,2,3,9,10,12,13,15-octahydrobenzo[de]pyrano[3',4':6,7]indolizino[1,2-b]quinolin-1-yl-1-hydroxycyclopropylcarboxamide ClC1=C2C=3C(=C4C(=NC3C=C1F)C1=CC3=C(C(N1C4)=O)COC([C@]3(O)CC)=O)[C@@H](CC2)NC(=O)C2(CC2)O